N1=C(C=CC=C1)N1CCC(CC1)CN1C(NC2=C1C=CC=C2)=O 1-((1-(pyridin-2-yl)piperidin-4-yl)methyl)-1,3-dihydro-2H-benzo[d]imidazol-2-one